FC1=C(C=C(C=C1)C1(CC1)NCC(C)(C)NC(OC(C)(C)C)=O)C(F)(F)F tert-butyl (1-((1-(4-fluoro-3-(trifluoromethyl)phenyl)cyclopropyl)amino)-2-methyl propan-2-yl)carbamate